t-amyl-tin hydroxide C(C)(C)(CC)[Sn](O)(O)O